C(C)(C)(C)[Si](OC[C@H]1[C@@H](C[C@H](O1)N1C(NC(C(=C1)C)=O)=O)O)(C)C 1-((2S,4R,5S)-5-(((tert-butyldimethyl-silyl)oxy)methyl)-4-hydroxytetrahydrofuran-2-yl)-5-methylpyrimidine-2,4(1H,3H)-dione